COC1=CC=CC2=C1N=C(O2)[C@H]2N(CCC1=C2N=CN1)C(=O)C1=NC=NN1C (S)-(4-(4-methoxybenzo[d]oxazol-2-yl)-6,7-dihydro-1H-imidazo[4,5-c]pyridin-5(4H)-yl)(1-methyl-1H-1,2,4-triazol-5-yl)methanone